(S)-1-phenyl-5-(trifluoromethyl)imidazolidin-2-one C1(=CC=CC=C1)N1C(NC[C@H]1C(F)(F)F)=O